O(CCCO)CCCO 3,3'-oxydipropanol